rac-3-fluoro-5,7,8,8-tetramethyl-6-oxo-5-phenyl-5,6,7,8,9,10-hexahydropyrido[2,3-b][1,6]naphthyridine-4-carbonitrile FC1=C(C2=C(NC=3CC(N(C(C3[C@@]2(C2=CC=CC=C2)C)=O)C)(C)C)N=C1)C#N |r|